2-(4-(N-methylpropanamidyl)phenyl)-N-(pyridin-3-ylmethyl)thiazole-4-carboxamide CN(C(CC)=O)C1=CC=C(C=C1)C=1SC=C(N1)C(=O)NCC=1C=NC=CC1